C1(NCC2=CC=CC=C12)=O 1,3-dihydroisoindol-1-one